butoxy-7-(4-(3-morpholinopropoxy)benzyl)imidazo[2,1-f][1,2,4]triazin-4-amine C(CCC)OC1=NN2C(C(=N1)N)=NC=C2CC2=CC=C(C=C2)OCCCN2CCOCC2